NC1=CC=C(C=N1)CC1CCN(CC1)C(=O)OC(C)(C)C tert-butyl 4-((6-aminopyridin-3-yl)methyl)piperidine-1-carboxylate